1-methyl-N-(4-methyl-3-(((R)-1-(naphthalen-1-yl)ethyl)carbamoyl)phenyl)pyrrolidine-3-carboxamide 2,2,2-trifluoroacetate FC(C(=O)O)(F)F.CN1CC(CC1)C(=O)NC1=CC(=C(C=C1)C)C(N[C@H](C)C1=CC=CC2=CC=CC=C12)=O